N(=NC(=O)OC(C)(C)C)C(=O)OC(C)(C)C di-tert-butyl azodicarboxylate